(3S)-4-{4-[6-(2-cyano-6-fluoro-3-{[(3R)-3-fluoropyrrolidin-1-ylsulfonyl]amino}phenoxy)-4-oxoquinazolin-3-yl]phenyl}-3-methylpiperazine-1-carboxylate C(#N)C1=C(OC=2C=C3C(N(C=NC3=CC2)C2=CC=C(C=C2)N2[C@H](CN(CC2)C(=O)[O-])C)=O)C(=CC=C1NS(=O)(=O)N1C[C@@H](CC1)F)F